F[C@H]1CN(CC[C@H]1OC)C1=NC=CC(=N1)NC=1N=CC2=C(C=CC(=C2C1)[C@H]1N(CCC1)C(C=C)=O)N1CC2(C1)[C@@H](CCC2)S(=O)(=O)C 1-((S)-2-(3-((2-((3S,4R)-3-fluoro-4-methoxypiperidin-1-yl)pyrimidin-4-yl)amino)-8-((R)-5-(methylsulfonyl)-2-azaspiro[3.4]octan-2-yl)isoquinolin-5-yl)pyrrolidin-1-yl)prop-2-en-1-one